N1=CC(=CC=C1)OC1=C(C=C(C=C1)N1C(N(CC1=O)C=1C=NC=C(C1)C(F)(F)F)=O)C=C 3-[4-(3-pyridinyloxy)-3-vinylphenyl]-1-[5-(trifluoromethyl)-3-pyridinyl]-2,4-imidazolidinedione